Methyl 4-amino-3-[[(3R,4S)-4-(methylcarbamoyl)tetrahydrofuran-3-yl]amino]benzoate NC1=C(C=C(C(=O)OC)C=C1)N[C@H]1COC[C@H]1C(NC)=O